hydroxyl-Nonyladenine OC1=NC2=NC(=NC(=C2N1)N)CCCCCCCCC